methyl 3-(9-((4-(((tert-butoxycarbonyl)amino)methyl)-2-methylphenyl)carbamoyl)-4,5-dihydrobenzo[b]thieno[3,2-d]oxepin-8-yl)-6-(propylcarbamoyl)picolinate C(C)(C)(C)OC(=O)NCC1=CC(=C(C=C1)NC(=O)C1=CC2=C(OCCC3=C2C=CS3)C=C1C=1C(=NC(=CC1)C(NCCC)=O)C(=O)OC)C